FCCOC=1C(=NC(=NC1OC)N(CC1=CC=C(C=C1)OC)CC1=CC=C(C=C1)OC)OC [5-(2-fluoroethoxy)-4,6-dimethoxy-pyrimidin-2-yl]-bis-(4-methoxy-benzyl)-amine